(2-bromophenyl)-1-isopropyl-1H-pyrazole BrC1=C(C=CC=C1)C1=NN(C=C1)C(C)C